bis[4-(2-hydroxyethoxy)phenyl]sulfone OCCOC1=CC=C(C=C1)S(=O)(=O)C1=CC=C(C=C1)OCCO